CC([C@@H](C(=O)O)N1C(C2(CC1)CN(CC2)C(=O)C=2N(C=CC=CC2)C(C2=CC=CC=C2)(C2=CC=CC=C2)C2=CC=CC=C2)=O)C (2S)-3-methyl-2-(1-oxo-7-((R)-1-tritylazepine-2-carbonyl)-2,7-diazaspiro[4.4]non-2-yl)butyric acid